(R)-5-(pyrrolidin-2-yl)-1H-tetrazole N1[C@H](CCC1)C1=NN=NN1